N[C@@H](CC(=O)O)CC1=CC(=CC=C1)F (R)-3-amino-4-(3-fluorophenyl)-butyric acid